CN1C(N(CC1)CCC)=O 1-methyl-3-propyl-2-imidazolidone